ClC=1C(=C2C=NNC2=C(C1F)N(C(C)=O)C)C=1C=CC=2N(C1)C=C(N2)NC(=O)C2C(C2)F N-(6-(5-chloro-6-fluoro-7-(N-methylacetamido)-1H-indazol-4-yl)imidazo[1,2-a]pyridin-2-yl)-2-fluorocyclopropane-1-carboxamide